2-(7-((1R,2R)-2-hydroxy-2-methylcyclobutyl)-6,7-dihydro-5H-pyrrolo[2,3-c]pyridazin-3-yl)-3-methyl-5-(trifluoromethyl)phenol O[C@]1([C@@H](CC1)N1CCC2=C1N=NC(=C2)C2=C(C=C(C=C2C)C(F)(F)F)O)C